4-{4-[(2-Bromo-6-hydroxyphenyl)methyl]piperazin-1-yl}-6-chloro-1-methyl-2-oxo-1,2-dihydro-1,5-naphthyridin-3-carbonitril BrC1=C(C(=CC=C1)O)CN1CCN(CC1)C1=C(C(N(C2=CC=C(N=C12)Cl)C)=O)C#N